NCC(CN1N=CN(C1=O)C1=NC=C(C=C1C)C=1C=NN(C1)C(C)C)=C(F)F 2-[2-(aminomethyl)-3,3-difluoro-allyl]-4-[5-(1-isopropylpyrazol-4-yl)-3-methyl-2-pyridinyl]-1,2,4-triazol-3-one